tert-Butyl N-[(1R)-1-(3,6-dimethyl-4-oxo-2-pyrimidin-2-yl-chromen-8-yl)ethyl]carbamate CC1=C(OC2=C(C=C(C=C2C1=O)C)[C@@H](C)NC(OC(C)(C)C)=O)C1=NC=CC=N1